5-ethoxy-3,3-difluoro-5-(thiophen-3-yl)pyrrolidin-2-one C(C)OC1(CC(C(N1)=O)(F)F)C1=CSC=C1